ClC1=C(C=CC=C1)NC(=O)C1=CC=C(C=C1)NC1=NC(=NC=C1F)NC1=CC=C(C=C1)CC(=O)[O-] 2-(4-((4-((4-((2-chlorophenyl)carbamoyl)phenyl)amino)-5-fluoropyrimidin-2-yl)amino)phenyl)acetate